C1(=CC(=CC=C1)C1=NC=CC=C1C=1C=C2C=NNC2=CC1)C 5-(2-m-tolylpyridin-3-yl)-1H-indazole